BrC1=CC=C2C(N(C=NC2=C1)C(CO)C1=CC(=CC=C1)Cl)=O 7-bromo-3-(1-(3-chlorophenyl)-2-hydroxyethyl)quinazolin-4(3H)-one